butyl 5-amino-3-cyclopropyl-1H-pyrazole-1-carboxylate NC1=CC(=NN1C(=O)OCCCC)C1CC1